C(C)(C)(C)OC(=O)NCCCSC1=CC=C(C=C1)B(O)O 4-(3-(t-butoxycarbonylamino)propylthio)phenylboronic acid